3-(hydroxymethyl)pyrrolidine-1-carboxylic acid rac-tert-butyl ester C(C)(C)(C)OC(=O)N1CC(CC1)CO